C(=C\C1=CC=CC=C1)/I trans-styryl iodide